(S)-3-(2-amino-3-chloropyridine-4-yl)-7-(4-amino-2-oxa-8-azaspiro[4.5]decane-8-yl)quinazoline-2,4(1H,3H)-dione NC1=NC=CC(=C1Cl)N1C(NC2=CC(=CC=C2C1=O)N1CCC2([C@@H](COC2)N)CC1)=O